2-(3-((5-methoxy-4-((E)-2-(trans-4-(trifluoromethyl)cyclohexyl)vinyl)picolinamido)methyl)phenyl)acetic acid COC=1C(=CC(=NC1)C(=O)NCC=1C=C(C=CC1)CC(=O)O)\C=C\[C@@H]1CC[C@H](CC1)C(F)(F)F